C1(CC1)N1C(N(C2(CC2)C1=O)CC=1SC(=NN1)C1=C(C(=C(C=C1)F)O)F)=O 6-cyclopropyl-4-((5-(2,4-difluoro-3-hydroxyphenyl)-1,3,4-thiadiazol-2-yl)methyl)-4,6-diazaspiro[2.4]heptane-5,7-dione